BrC1=CC=CC=2C=3N(C(=NC12)N[C@H]1C(NCCN(C1)C(=O)OCC1=CC=CC=C1)=O)N=C(N3)C=3C=NN(C3)CC benzyl (6R)-6-{[7-bromo-2-(1-ethyl-1H-pyrazol-4-yl) [1,2,4]triazolo[1,5-c]quinazolin-5-yl]amino}-5-oxo-1,4-diazepane-1-carboxylate